5-(4-((5-methylisoxazol-3-yl)methoxy)phenyl)-2-oxo-6-(trifluoromethyl)-1,2-dihydropyridine-3-carboxamide CC1=CC(=NO1)COC1=CC=C(C=C1)C=1C=C(C(NC1C(F)(F)F)=O)C(=O)N